((1r,4r)-4-(2-amino-2-methylpropyl)cyclohexyl)carbamic acid tert-butyl ester C(C)(C)(C)OC(NC1CCC(CC1)CC(C)(C)N)=O